S1C2=C(C=C1)C=C(C=C2)C2C(CC2)C=2C=C1C=CC=NC1=CC2 6-(2-(Benzo[b]thiophen-5-yl)cyclobutyl)quinoline